N-(3-(1H-imidazol-1-yl)propyl)-5-phenyl-1,3,4-oxadiazole-2-carboxamide N1(C=NC=C1)CCCNC(=O)C=1OC(=NN1)C1=CC=CC=C1